1,7-dimethyl-8-(methylsulfonyl)-3-(prop-2-yn-1-yl)-1H-purine-2,6(3H,7H)-dione CN1C(N(C=2N=C(N(C2C1=O)C)S(=O)(=O)C)CC#C)=O